C1(CCCC1)N1C(C(N(CC1)CC1=NOC(=C1)C1=CC=CC=C1)=O)=O 1-cyclopentyl-4-((5-phenylisoxazol-3-yl)methyl)piperazine-2,3-dione